FC(C1=NN=C(O1)C=1C=CC(=NC1)CN1C(N(C2=C1C=C(C(=C2)C=2C=NC=CC2)F)[C@H]2CN(CCC2)C)=O)F (R)-1-((5-(5-(difluoromethyl)-1,3,4-oxadiazole-2-yl)pyridine-2-yl)methyl)-6-fluoro-3-(1-methylpiperidine-3-yl)-5-(pyridine-3-yl)-1,3-dihydro-2H-benzo[d]imidazole-2-one